BrC1=NN(C(=C1)C(=O)OCC)C1CC1 ethyl 3-bromo-1-cyclopropyl-1H-pyrazole-5-carboxylate